1-[2-(4-cyclopropyl-6-methoxy-pyrimidin-5-yl)-4-[[4-[1-methyl-4-(trifluoromethyl)imidazol-2-yl]phenyl]methoxy]pyrimidin-5-yl]-2,2,2-trifluoro-ethanamine C1(CC1)C1=NC=NC(=C1C1=NC=C(C(=N1)OCC1=CC=C(C=C1)C=1N(C=C(N1)C(F)(F)F)C)C(C(F)(F)F)N)OC